O=CCC=1C=C(C=CC1)S(=O)(=O)N1CCC(CC1)NC(OC(C)(C)C)=O tert-butyl N-[1-[3-(2-oxoethyl)phenyl]sulfonyl-4-piperidyl]-carbamate